CC1(C(N(C(O1)=O)C=1C=CC(=C(OC[C@@H]2CC[C@H](CC2)C(=O)N2OCC[C@H]2C=2C=C(C#N)C=C(C2)F)C1)F)=O)C trans-3-((S)-2-(4-((5-(5,5-dimethyl-2,4-dioxooxazolidin-3-yl)-2-fluorophenoxy)methyl)cyclohexane-1-carbonyl)isoxazolidin-3-yl)-5-fluorobenzonitrile